4-(1-(2-Chloro-3-(2-(cyclopropylamino)eth-yl)phenyl)-1H-imidazol-4-yl)-N-(1-(methylsulfonyl)piperidin-4-yl)-5-(trifluoromethyl)pyrimidin-2-amine ClC1=C(C=CC=C1CCNC1CC1)N1C=NC(=C1)C1=NC(=NC=C1C(F)(F)F)NC1CCN(CC1)S(=O)(=O)C